ClC1=C(CNC(=O)C2(C=3C=CC=NC3C(CC2)CC(=O)O)F)C(=CC(=C1)Cl)C 2-(5-((2,4-dichloro-6-methylbenzyl)carbamoyl)-5-fluoro-5,6,7,8-tetrahydroquinolin-8-yl)acetic acid